(R)-2-(3-methylmorpholino)-N-(2-(trifluoromethyl)benzyl)pyrido[2,3-d]pyrimidin-4-amine C[C@@H]1COCCN1C=1N=C(C2=C(N1)N=CC=C2)NCC2=C(C=CC=C2)C(F)(F)F